ClC1=CC(=C(C=C1)[C@]1(OC2=C(O1)C=CC=C2C2CCN(CC2)CC2=NC1=C(N2C[C@H]2OCC2)C=C(C=C1)C(=O)[O-])C)F.[NH4+] Ammonium 2-({4-[(2R)-2-(4-chloro-2-fluorophenyl)-2-methyl-1,3-benzodioxol-4-yl]piperidin-1-yl}methyl)-1-[(2S)-oxetan-2-ylmethyl]-1H-benzimidazole-6-carboxylate